CC1=C(C(=CC=C1)C)NC1=NN(C2=NC(=NC=C21)NC2=CC=C(C=C2)N2CCN(CC2)CC2CCNCC2)C N3-(2,6-dimethylphenyl)-1-methyl-N6-(4-(4-(piperidin-4-ylmethyl)piperazin-1-yl)phenyl)-1H-pyrazolo[3,4-d]pyrimidine-3,6-diamine